6-(methylthio)-1H-pyrazolo[3,4-d]pyrimidine CSC1=NC=C2C(=N1)NN=C2